C(C=C)(=O)NC=1C(=CC(=C(C1)NC1=CC(=NC=N1)N1OCC[C@@H]1C=1C=C(C(=O)OC(C)C)C=CC1)OC)N1CCN(CC1)CCC Isopropyl (R)-3-(2-(6-((5-acrylamido-2-methoxy-4-(4-propylpiperazin-1-yl)phenyl)amino)pyrimidine-4-yl)isooxazolidin-3-yl)benzoate